2-({4-carboxy-2',4'-dichloro-[1,1'-biphenyl]-3-yl}carbamoyl)-5-fluorobenzene C(=O)(O)C1=C(C=C(C=C1)C1=C(C=C(C=C1)Cl)Cl)NC(=O)C1=CC=C(C=C1)F